6-fluoro-1,2,3,4-tetrahydronaphthalen-2-amine hydrochloride Cl.FC=1C=C2CCC(CC2=CC1)N